ClC1=C(C=CC=C1)C1=C(C(=CC=C1)C1=NC(=C(C=C1)CNC[C@H]1NC(CC1)=O)OC)Cl 2,2'-dichloro-3'-(6-methoxy-5-(((((S)-5-oxopyrrolidin-2-yl)methyl)amino)methyl)pyridin-2-yl)-[1,1'-biphenyl]